ClC=1C(=CC=C2C=CC=NC12)C1=CC=C(OC2CCN(CC2)C(=O)OC(C)(C)C)C=C1 tert-Butyl 4-[4-(8-chloro-7-quinolyl)phenoxy]piperidine-1-carboxylate